N-(2-(2-aminopropoxy)ethyl)-3-(5-(trifluoromethyl)pyrimidin-2-ylamino)bicyclo[1.1.1]pentane-1-carboxamide hydrochloride Cl.NC(COCCNC(=O)C12CC(C1)(C2)NC2=NC=C(C=N2)C(F)(F)F)C